2-({6-[(1,3-benzothiazol-2-yl)amino]-5-methylpyridazin-3-yl}(3-methoxypropyl)amino)-1,3-thiazole-4-carboxylic acid S1C(=NC2=C1C=CC=C2)NC2=C(C=C(N=N2)N(C=2SC=C(N2)C(=O)O)CCCOC)C